C(C)OC(CCCCC1=C(C(=CC=C1)OC(C(C)(C)C)=O)OC)=O 5-(2-methoxy-3-(pivaloyloxy)phenyl)pentan-oic acid ethyl ester